(3,5-bis(methylthio)naphthalen-2-yl)boronic acid CSC=1C(=CC2=CC=CC(=C2C1)SC)B(O)O